5-allyl-4-methoxy-N,N-bis[(4-methoxyphenyl)methyl]pyrimidin-2-amine C(C=C)C=1C(=NC(=NC1)N(CC1=CC=C(C=C1)OC)CC1=CC=C(C=C1)OC)OC